FC(C(=O)O)(F)F.CN1CCC(CC1)=O N-methyl-4-piperidone trifluoroacetate salt